6-chloro-N4-(3,5-difluoro-4-{(3-methyl-1H-pyrrolo{2,3-b}pyridin-4-yl)oxy}-phenyl)pyrimidine-2,4-diamine ClC1=CC(=NC(=N1)N)NC1=CC(=C(C(=C1)F)OC1=C2C(=NC=C1)NC=C2C)F